1-(4-Hydroxy-6-(2-hydroxypropan-2-yl)pyridin-2-yl)-6-((3-((2-hydroxyethoxy)methyl)-4-(4-Methylpiperazin-1-yl)phenyl)amino)-2-(prop-2-en-1-yl)pyrazolo[3,4-d]pyrimidin-3-one OC1=CC(=NC(=C1)C(C)(C)O)N1N(C(C=2C1=NC(=NC2)NC2=CC(=C(C=C2)N2CCN(CC2)C)COCCO)=O)CC=C